C(#N)C1=CC(=C(C=N1)N1CC(C1)C(=O)NC)C1=CC=2N(C=C1)N=C(C2)NC(=O)C2CC2 1-[6-cyano-4-[2-(cyclopropanecarbonylamino)pyrazolo[1,5-a]pyridin-5-yl]-3-pyridyl]-N-methyl-azetidine-3-carboxamide